O=C1NC2=C(OC1)C(=CC=C2)C=O 3,4-DIHYDRO-3-OXO-2H-BENZO[B][1,4]OXAZINE-8-CARBALDEHYDE